O=C1N(C2=CC(=CC=C2C=C1)[C@@H]1C(C1)C=1C=2N(N=C(C1)C=1C(NC(NC1)=O)=O)C=CN2)CC(F)(F)F 5-(8-((2S,2S)-2-(2-oxo-1-(2,2,2-trifluoroethyl)-1,2-dihydroquinolin-7-yl)cyclopropyl)imidazo[1,2-b]pyridazin-6-yl)pyrimidine-2,4(1H,3H)-dione